C(C)OC1CCC(CC1)NC1=NC=C(C(=N1)N[C@@H]1C[C@@H](CCC1)O)C#N 2-((1r,4S)-4-ethoxycyclohexylamino)-4-((1S,3R)-3-hydroxycyclohexylamino)pyrimidine-5-carbonitrile